[7-(1H-pyrazol-3-yl)quinolin-4-yl]but-3-yn-1-ol (2-methoxy-4-methyloxazol-5-yl)methyl-2-(3,5-dichlorophenyl)-benzo[d]oxazole-6-carboxylate COC=1OC(=C(N1)C)CC1=CC(=CC2=C1N=C(O2)C2=CC(=CC(=C2)Cl)Cl)C(=O)OC(CC#C)C2=CC=NC1=CC(=CC=C21)C2=NNC=C2